C(C)(C)(C)OOC1(CC(CC(C1)C)(C)C)OOC(C)(C)C 1,1-bis(tert-butylperoxy)3,3,5-trimethyl-cyclohexane